C(C)(C)(C)OC(N[C@@H]1[C@H](C1)C1=CC=CC=C1)=O ((1S,2R)-2-phenylcyclopropyl)carbamic acid tert-butyl ester